(2S,4r)-1-[(2S)-2-(4-cyclopropyl-triazol-1-yl)-3,3-dimethyl-butyryl]-N-[2-[1-(3-fluorophenyl)pyrazol-3-yl]ethyl]-4-hydroxy-pyrrolidine-2-carboxamide C1(CC1)C=1N=NN(C1)[C@H](C(=O)N1[C@@H](C[C@H](C1)O)C(=O)NCCC1=NN(C=C1)C1=CC(=CC=C1)F)C(C)(C)C